tert-octyl-peroxy-n-butyl monocarbonate C(OCCCCOOC(C)(C)CC(C)(C)C)([O-])=O